1-(8-naphthyl)-phenyl-terpyridine C1=CC=CC2=CC=CC(=C12)C1(CC=CC=C1)C=1C(=NC=CC1)C1=NC=CC=C1C1=NC=CC=C1